(R)-6-chloro-7-(2-(((3-chloropyridin-2-yl)oxy)methyl)pyrrolidin-1-yl)-4-oxo-1-(pyridin-3-yl)-1,4-dihydroquinoline-3-carboxylic acid ClC=1C=C2C(C(=CN(C2=CC1N1[C@H](CCC1)COC1=NC=CC=C1Cl)C=1C=NC=CC1)C(=O)O)=O